N=1N=NC=2C1CC(=CC2)C(=O)O 1,2,3-benzotriazole-6-carboxylic acid